1-bromo-3-(2-phenylpropyl)benzene BrC1=CC(=CC=C1)CC(C)C1=CC=CC=C1